7-(Bromomethyl)-3,4-dihydroisoquinoline-carboxylic acid tert-butyl ester C(C)(C)(C)OC(=O)C1=NCCC2=CC=C(C=C12)CBr